N1C=CC=2C1=NC=CC2C2CN(C2)C2C(CCCC2)OC=2C=C1CN(C(C1=CC2)=O)C2C(NC(CC2)=O)=O 3-(5-((2-(3-(1H-pyrrolo[2,3-b]pyridin-4-yl)azetidin-1-yl)-cyclohexyl)oxy)-1-oxoisoindolin-2-yl)piperidine-2,6-dione